C(CCCCC)OC1=CC=C(C(=O)Cl)C=C1 4-(Hexyloxy)benzoyl chloride